FC=1C=C(C=C(C1)F)CC(=O)NC1=NNC(=C1)[C@@H]1C[C@@H](CC1)N(C([O-])=O)CC(C)(C)O (1R,3S)-3-(3-{[(3,5-difluorophenyl)acetyl]amino}-1H-pyrazol-5-yl)cyclopentyl(2-hydroxy-2-methylpropyl)carbamate